C(C)OC(=O)C1(CC1)C1=C(C=C(C=C1)N)F 1-(4-amino-2-fluorophenyl)cyclopropane-1-carboxylic acid ethyl ester